Cl.COC1=NC(=NC(=N1)OC)C1N(CCOC1)C (4,6-dimethoxy-1,3,5-triazin-2-yl)4-methylmorpholine hydrochloride